2-amino-5-(4-(2-(3-fluorophenyl)acetamido)-2-methylphenyl)-N-isopropylnicotinamide NC1=C(C(=O)NC(C)C)C=C(C=N1)C1=C(C=C(C=C1)NC(CC1=CC(=CC=C1)F)=O)C